C(C)OC1=NC=NC=C1C1=CC(=C2C(=N1)C=NN2C(C)C)N[C@H]2COCC2 5-(4-ethoxypyrimidin-5-yl)-1-isopropyl-N-[(3R)-tetrahydrofuran-3-yl]pyrazolo[4,3-b]pyridin-7-amine